C(C)(C)(C)OC(N[C@H](C(=O)N)C)=O.C(C)(C)(C)OC(=O)N[C@H](C(=O)\N=C(/OCC)\C1CC1)C ethyl (Z)-N-[(2S)-2-(tert-butoxycarbonylamino)propanoyl]cyclopropanecarboximidate tert-Butyl-N-[(1S)-2-amino-1-methyl-2-oxo-ethyl]carbamate